Cyclopropanate C1(CC1)C(=O)[O-]